methyl 6-(1-(adamantan-1-ylmethyl)-5-methyl-1H-pyrazol-4-yl)-2-oxo-2,3-dihydrooxazolo[4,5-b]pyridine-7-carboxylate C12(CC3CC(CC(C1)C3)C2)CN2N=CC(=C2C)C=2C(=C3C(=NC2)NC(O3)=O)C(=O)OC